NC1=CC(=C(OC2=C(C=C(C=C2)OC2=C(C=C(C=C2)N)C(F)(F)F)C(C)(C)C)C=C1)C(F)(F)F 2,5-bis(4-amino-2-trifluoromethylphenoxy)-tert-butylbenzene